CC1=CC(=C(C(=O)O)C=C1)N 4-Methyl-2-aminobenzoic acid